NC1=C(C=C(C=C1)C1=CN(C=2N=CN=C(C21)N)C2CCN(CC2)S(=O)(=O)C)F 5-(4-amino-3-fluorophenyl)-7-(1-(methylsulfonyl)piperidin-4-yl)-7H-pyrrolo[2,3-d]pyrimidin-4-amine